racemic-methyl 3-((3,3-dibutyl-7-(methylthio)-1,1-dioxido-5-phenyl-2,3,4,5-tetrahydro-1,2,5-benzothiadiazepin-8-yl)oxy)-2-hydroxypropanoate C(CCC)C1(NS(C2=C(N(C1)C1=CC=CC=C1)C=C(C(=C2)OC[C@H](C(=O)OC)O)SC)(=O)=O)CCCC |r|